ClC1=C(C=CC=C1)C=1N=C(SC1SC(C)C)N1N=C(C(=C1C(=O)O)C1=CC(=NC(=C1)C)C)C 1-(4-(2-chlorophenyl)-5-(isopropylsulfanyl)thiazol-2-yl)-4-(2,6-dimethylpyridin-4-yl)-3-methyl-1H-pyrazole-5-carboxylic acid